C(#N)CCNCCCC(C)C N-(2-cyanoethyl)-N-(4-methylpent-1-yl)-amine